2-(5-fluoro-2-(4-(4-methylpiperazin-1-yl)-3-(1-(2,2,2-trifluoroethyl)-1H-indazole-3-carboxamido)benzamido)phenyl)acetic acid FC=1C=CC(=C(C1)CC(=O)O)NC(C1=CC(=C(C=C1)N1CCN(CC1)C)NC(=O)C1=NN(C2=CC=CC=C12)CC(F)(F)F)=O